CC/C=C\\C/C=C\\C/C=C\\C/C=C\\C/C=C\\C/C=C\\CCC(=O)O[C@H](CO)COP(=O)(O)OCCN The molecule is a 2-acyl-sn-glycero-3-phosphoethanolamine in which the acyl group is specified as 4Z,7Z,10Z,13Z,16Z,19Z-docosahexaenoyl. It has a role as a metabolite. It is a 2-acyl-sn-glycero-3-phosphoethanolamine and a lysophosphatidylethanolamine 22:6. It derives from an all-cis-docosa-4,7,10,13,16,19-hexaenoic acid.